BrCCCCCCOCCOCC1=C(C=CC=C1Cl)Cl 2-[2-(6-bromohexyloxy)ethoxymethyl]-1,3-dichlorobenzene